tert-butyl 4-(1-bromo-8-((2,4-dimethoxybenzyl) amino) imidazo[1,5-a]pyrazin-3-yl)-3,6-dihydropyridine-1(2H)-carboxylate BrC=1N=C(N2C1C(=NC=C2)NCC2=C(C=C(C=C2)OC)OC)C=2CCN(CC2)C(=O)OC(C)(C)C